C(C1=CC=CC=C1)N(C1CCC(CC1)OCC(=O)N)CC1=CC=CC=C1 (((1r,4r)-4-(dibenzylamino)cyclohexyl)oxy)acetamide